NC1=NNC2=CC=C(C=C12)C=1C(=NC=CC1)C1=CC(=NC(=C1)NCC1=CC=CC=C1)N 4-(3-Amino-1H-indazol-5-ylpyridine-2-yl)-N6-benzylpyridine-2,6-diamine